C(C)(C)(C)OC(=O)N1[C@@H](CN[C@H](C1)C)CCC (2r,5s)-5-methyl-2-propylpiperazine-1-carboxylic acid tert-butyl ester